2-iodo-N-(3-pyridyl)benzamide (2S)-methyl-3-((S)-2-oxopiperidin-3-yl)-2-(2-azaspiro[4.5]decane-3-carboxamido)propanoate hydrochloride Cl.COC([C@H](C[C@H]1C(NCCC1)=O)NC(=O)C1NCC2(C1)CCCCC2)=O.IC2=C(C(=O)NC=1C=NC=CC1)C=CC=C2